Triacetoxy(methyl)silane C(C)(=O)O[Si](C)(OC(C)=O)OC(C)=O